2-[2-[(1S)-1-methyl-2-[3-(1-methylsulfonylpyrazol-4-yl)-1-tetrahydropyran-2-yl-pyrazolo[3,4-c]pyridin-5-yl]oxy-ethoxy] ethoxy]ethyl methanesulfonate CS(=O)(=O)OCCOCCO[C@H](COC=1C=C2C(=CN1)N(N=C2C=2C=NN(C2)S(=O)(=O)C)C2OCCCC2)C